BrC=1C=C2C(NC(=NC2=CC1)C1=CC(=C(C(=C1)C)OCCO)C)=O 6-bromo-2-(4-(2-hydroxyethoxy)-3,5-dimethylphenyl)quinazolin-4(3H)-one